(±)-cis-N-[8-chloro-6-(5-methyl-1-tetrahydropyran-2-yl-pyrazol-4-yl)-3-isoquinolinyl]-2-fluoro-cyclopropanecarboxamide ClC=1C=C(C=C2C=C(N=CC12)NC(=O)[C@H]1[C@H](C1)F)C=1C=NN(C1C)[C@@H]1OCCCC1 |&1:24|